2'-cyano-5'-methoxy-6-methyl-[4,4'-bipyridine]-3-carboxylic acid C(#N)C1=NC=C(C(=C1)C1=C(C=NC(=C1)C)C(=O)O)OC